2-chloro-9-(4-oxocyclohexyl)-7,9-dihydro-8H-purin-8-one ClC1=NC=C2NC(N(C2=N1)C1CCC(CC1)=O)=O